2-chloro-N,N-dimethyl-4-(methyl(1-(1-(1-phenylcyclobutanecarbonyl)piperidin-4-yl)azetidin-3-yl)amino)benzamide ClC1=C(C(=O)N(C)C)C=CC(=C1)N(C1CN(C1)C1CCN(CC1)C(=O)C1(CCC1)C1=CC=CC=C1)C